butyl 3-(2-fluoro-3-((R)-1-((2,6,8,8-tetramethyl-7-oxo-7,8-dihydro-6H-pyrrolo[2,3-g]quinazolin-4-yl)amino)ethyl)phenyl)piperidine-1-carboxylate FC1=C(C=CC=C1[C@@H](C)NC1=NC(=NC2=CC3=C(C=C12)N(C(C3(C)C)=O)C)C)C3CN(CCC3)C(=O)OCCCC